Ethyl 8-{[(tert-butoxy)carbonyl](methyl)amino}-6-chloroimidazo[1,2-b]pyridazine-3-carboxylate C(C)(C)(C)OC(=O)N(C=1C=2N(N=C(C1)Cl)C(=CN2)C(=O)OCC)C